[2-(isopropoxy)-5-(N,N-dimethylaminosulfonyl)phenyl]Methyleneruthenium dichloride C(C)(C)OC1=C(C=C(C=C1)S(=O)(=O)N(C)C)C=[Ru](Cl)Cl